COC1=CC2=C(C3=CN(N=C13)C)C=C(S2)C(C)=O 1-(4-methoxy-2-methyl-2H-thieno[3,2-e]indazol-7-yl)ethan-1-one